C(=C)C1=CC=C(C[N+]2=CC=CC=C2)C=C1 (4-vinylbenzyl)-pyridinium